O=C1CCC(N1)C(=O)OCC ethyl 5-oxo-pyrrolidine-2-carboxylate